BrC=1C=C2C(C(NC2=CC1F)=O)=C(C#N)C#N 5-bromo-6-fluoro-3-(dicyanomethylene)indolone